bis[4-(vinyloxy) butyl](methylenebis-4,1-phenylene) dicarbamate C(N)(OC1=CC=C(C=C1)CC1=C(C(=C(C=C1)OC(N)=O)CCCCOC=C)CCCCOC=C)=O